C1(CC1)CCCCC1OC2(CCC1)CC(N(CC2)C(=O)N)(C)C (4-Cyclopropylbutyl)-8,8-dimethyl-1-oxa-9-azaspiro[5.5]undecane-9-carboxamide